Tert-butyl 5-[[4-[[(2E)-2-(carbamimidoylhydrazono)acetyl]amino]-3-fluoro-phenyl]sulfonyl-[(4-methoxyphenyl)methyl]amino]thiazole-4-carboxylate C(N)(=N)N\N=C\C(=O)NC1=C(C=C(C=C1)S(=O)(=O)N(C1=C(N=CS1)C(=O)OC(C)(C)C)CC1=CC=C(C=C1)OC)F